dioxo-hexahydro-nitro-cyclopentaquinoxaline O=C1C(N(C2=C3C(CCC2N1)=CC=C3)[N+](=O)[O-])=O